1-Bromo-3-dimethylphosphoryl-5-(trifluoromethyl)benzene BrC1=CC(=CC(=C1)C(F)(F)F)P(=O)(C)C